2-methylpropanamine CC(CN)C